tert-butyl 4-((1r,3r)-3-(4-(2-(1-amino-5-(tert-butoxy)-1,5-dioxopentan-2-yl)-6-fluoro-1-oxoisoindolin-5-yl)piperidin-1-yl)cyclobutoxy)piperidine-1-carboxylate NC(C(CCC(=O)OC(C)(C)C)N1C(C2=CC(=C(C=C2C1)C1CCN(CC1)C1CC(C1)OC1CCN(CC1)C(=O)OC(C)(C)C)F)=O)=O